FC=1C=C(CC=2C=NNC2)C=CC1 4-(3-fluorobenzyl)-1H-pyrazole